BrC=1C=CC=2OCCN(C2N1)C(=O)OC(C)(C)C tert-Butyl 6-bromo-2H-pyrido[3,2-b][1,4]oxazine-4(3H)-carboxylate